N1C=NC2=C1C=CC(=C2)N2C(OCC2C2=CC=C(C=C2)C2CCC(CC2)N2CCOCC2)=O 3-(1H-benzo[d]imidazol-5-yl)-4-(4-(4-morpholinocyclohexyl)phenyl)oxazolidin-2-one